C(C)OC(CN1N=CC(=C(C1=O)C1CC1)F)=O.OCC(NC(C=C)=O)(CO)CO N-(tris(hydroxymethyl)methyl)acrylamide ethyl-2-(5-cyclopropyl-4-fluoro-6-oxo-pyridazin-1-yl)acetate